1-(1-methyl-7-(4-(piperazin-1-ylmethyl)piperidin-1-yl)-1H-indazol-3-yl)dihydropyrimidine-2,4(1H,3H)-dione CN1N=C(C2=CC=CC(=C12)N1CCC(CC1)CN1CCNCC1)N1C(NC(CC1)=O)=O